O[C@@H]1[C@H]([C@H](N(C1)C(=O)OCC1=CC=CC=C1)C(=O)OCC1=CC=CC=C1)N1CCN(CCN(CCN(CC1)CC(OC(C)(C)C)=O)CC(OC(C)(C)C)=O)CC(=O)OC(C)(C)C dibenzyl (2S,3S,4S)-4-hydroxy-3-(4,7,10-tris(2-(tert-butoxy)-2-oxoethyl)-1,4,7,10-tetraazacyclododecan-1-yl)pyrrolidine-1,2-dicarboxylate